C(C)(C)(C)N(CC(=O)O)C1=C2C(N(C(C2=CC=C1)=O)C1C(NC(CC1)=O)=O)=O tert-butyl-(2-(2,6-dioxopiperidin-3-yl)-1,3-dioxoisoindolin-4-yl)glycine